N-(1H-1,3-benzodiazol-5-ylmethyl)-2-(4-chlorophenyl)-3-fluoroaniline N1C=NC2=C1C=CC(=C2)CNC2=C(C(=CC=C2)F)C2=CC=C(C=C2)Cl